(2R)-2-(6-{5-chloro-2-[(oxacyclohex-4-yl)amino]pyrimidin-4-yl}-1-oxo-2,3-dihydro-1H-isoindol-2-yl)-3-hydroxy-N-[(3-methoxyphenyl)methyl]propionamide ClC=1C(=NC(=NC1)NC1CCOCC1)C1=CC=C2CN(C(C2=C1)=O)[C@@H](C(=O)NCC1=CC(=CC=C1)OC)CO